(E)-3-(2-fluoro-4-(6-((3aR,6aS)-hexahydropyrrolo[3,4-c]pyrrol-2(1H)-yl)pyridazin-3-yl)-5-hydroxyphenyl)-N-methylacrylamide FC1=C(C=C(C(=C1)C=1N=NC(=CC1)N1C[C@@H]2CNC[C@@H]2C1)O)/C=C/C(=O)NC